OC1=CC=C(C=C1)/C(=C(\CC)/C1=CC=CC=C1)/C1=CC=C(OCCCCN2CCN(CC2)C=2C=C3CN(C(C3=CC2)=O)[C@@H]2C(NC(CC2)=O)=O)C=C1 (Z)-(S)-3-(5-(4-(4-(4-(1-(4-Hydroxyphenyl)-2-phenylbut-1-en-1-yl)phenoxy)butyl)piperazin-1-yl)-1-oxoisoindolin-2-yl)piperidin-2,6-dion